2-((6-(2-oxa-5-azabicyclo[2.2.2]octan-5-yl)-2-methylquinazolin-4-yl)thio)-1-(5-(aminomethyl)thiophen-2-yl)ethan-1-one hydrochloride Cl.C12OCC(N(C1)C=1C=C3C(=NC(=NC3=CC1)C)SCC(=O)C=1SC(=CC1)CN)CC2